di-tertiary amyl succinate C(CCC(=O)OC(C)(C)CC)(=O)OC(C)(C)CC